O=C(C(=O)O)CCCCCC (d)-CAlpha-ketooctanoic acid